tantalum-silver-copper [Cu].[Ag].[Ta]